bismuth sulfide chlorine [Cl].[Bi]=S